NC[C@@]1([C@@H]2CCN(C[C@H]12)C1=CN=C2C(=N1)NN=C2C2=C(C(=NC=C2)N)Cl)C2=C(C=CC=C2)Cl 4-(6-((1S,6R,7R)-7-(aminomethyl)-7-(2-chlorophenyl)-3-azabicyclo[4.1.0]heptan-3-yl)-1H-pyrazolo[3,4-b]pyrazin-3-yl)-3-chloropyridin-2-amine